5-amino-1-(2-methoxypropan-2-yl)-3-(4-phenoxyphenyl)-1H-pyrazole-4-carbonitrile NC1=C(C(=NN1C(C)(C)OC)C1=CC=C(C=C1)OC1=CC=CC=C1)C#N